FC1=C(C(=O)N(C2=NC=CC3=CC(=CC=C23)F)[C@H]2CN(CCC2)C(=O)OC(C)(C)C)C=CC(=C1)C=1N=NN(C1)C tert-butyl (R)-3-(2-fluoro-N-(6-fluoroisoquinolin-1-yl)-4-(1-methyl-1H-1,2,3-triazol-4-yl)benzamido)piperidine-1-carboxylate